ClC1=CC(=C(CSCC2=CC=CC(=N2)OC2CCN(CC2)CC2=NC3=C(N2C[C@H]2OCC2)C=C(C=C3)C(=O)OC)C=C1)F methyl (S)-2-((4-((6-((4-chloro-2-fluorobenzylthio) methyl) pyridin-2-yl) oxy) piperidin-1-yl) methyl)-1-(oxetan-2-ylmethyl)-1H-benzo[d]imidazole-6-carboxylate